C1C=CCC2C1C(=O)OC2=O tetrahydrophthalic anhydride